C(C)N1C=C([C@H]2[C@H](O)[C@H](O)[C@@H](CO)O2)C(NC1=O)=O N1-Ethyl-pseudouridine